NCCCCCN1N=C2C=CC=C(C2=C1)C=1C=C(O[C@H]2C[C@H](N(C2)C(=O)C=2C=NN(C2)C2=C(C=C(C=C2)F)Cl)C(=O)O)C=CC1 (2S,4S)-4-[3-[2-(5-aminopentyl)indazol-4-yl]phenoxy]-1-[1-(2-chloro-4-fluoro-phenyl)pyrazole-4-carbonyl]pyrrolidine-2-carboxylic acid